C(C)(C)(C)OC(=O)N1CC(C(CC1)(OCC)OCC)C(=N)C1=NN(C2=CC=C(C=C12)OC(C)C1=CC(=CC(=C1)F)F)C1OCCCC1.CN1N=C(C=C1)NC(C1=NC=CC=C1)=O N-(1-methyl-1H-pyrazol-3-yl)picolinamide tert-butyl-3-(5-(1-(3,5-difluorophenyl)ethoxy)-1-(tetrahydro-2H-pyran-2-yl)-1H-indazole-3-carboximidoyl)-4,4-diethoxypiperidine-1-carboxylate